5-amino-8-(2,6-dimethyl-4-pyridinyl)-2-[2-(2-methyltetrazol-5-yl)ethyl]-7-phenyl-[1,2,4]triazolo[4,3-c]pyrimidin-3-one NC1=NC(=C(C=2N1C(N(N2)CCC=2N=NN(N2)C)=O)C2=CC(=NC(=C2)C)C)C2=CC=CC=C2